C(C)(C)(C)OC(=O)N1CCC(=CC1)C1=NC=CC=N1 4-(pyrimidin-2-yl)-1,2,3,6-tetrahydropyridine-1-carboxylic acid tert-butyl ester